N[N-]N diaminoamide